4-((6-methyl-4-oxo-2,3,4,5-tetrahydro-1H-benzo[b][1,4]diazepin-1-yl)methyl)-N-hydroxybenzoamide CC1=CC=CC=2N(CCC(NC21)=O)CC2=CC=C(C(=O)NO)C=C2